CC=1N(C(C2=C(N1)C(=NC(=N2)[C@@H]2C[C@@H](OCC2)C=2C=NN(C2)C)C=2C=NC(=CC2)C(F)(F)F)=O)C 2,3-dimethyl-6-((2R,4S)-2-(1-methyl-1H-pyrazol-4-yl)tetrahydro-2H-pyran-4-yl)-8-(6-(trifluoromethyl)pyridin-3-yl)pyrimido[5,4-d]pyrimidin-4(3H)-one